OC1CCC2=C(C=3CCCC3C=C12)NC(=O)N=[S@@](=O)(N)C1=CN=C(S1)C(C)(C)O (S)-N'-((1-hydroxy-1,2,3,5,6,7-hexa-hydro-s-indacen-4-yl)-carbamoyl)-2-(2-hydroxy-propan-2-yl)thiazole-5-sulfonimidamide